N-[(1R)-1-[3-amino-5-(trifluoromethyl)phenyl]ethyl]-2-nitro-5-[(3S)-tetrahydrofuran-3-yl]oxy-benzamide NC=1C=C(C=C(C1)C(F)(F)F)[C@@H](C)NC(C1=C(C=CC(=C1)O[C@@H]1COCC1)[N+](=O)[O-])=O